C(=O)O.ClC1=C(C(=O)N2CCC(CC2)C(=O)N2CC(NCC2)C(=O)O)C=CC(=C1)NC=1C=2N(C=CN1)C(=CN2)C2=CC(=C(C=C2)OC)F 4-(1-(2-chloro-4-((3-(3-fluoro-4-methoxyphenyl)imidazo[1,2-a]pyrazin-8-yl)amino)benzoyl)piperidine-4-carbonyl)piperazine-2-carboxylic acid, formate salt